4-(4-methyl-1,4-diazepan-1-yl)-1H-benzo[d]imidazole CN1CCN(CCC1)C1=CC=CC=2NC=NC21